FC1=C(C=C(C(=C1)F)[C@@H](CN[C@@H]([C@H]1CNC2=C(N1)N=CC=C2)C2=CC=CC=C2)C)[C@@H](C(=O)O)C |o1:8,29| (S or R)-2-(2,4-difluoro-5-((S or R)-1-(((R)-phenyl((R)-1,2,3,4-tetrahydropyrido[2,3-b]pyrazin-3-yl)methyl)amino)propan-2-yl)phenyl)propanoic acid